CN(C(OC=1C=CC=C2C(=NC=NC12)N[C@H](CN1CCN(CC1)S(=O)(=O)C=1SC(=CC1)C1=CC(=NO1)C)C)=O)C 4-{[(2S)-1-(4-{[5-(3-methyl-1,2-oxazol-5-yl)thiophen-2-yl] sulfonyl} piperazin-1-yl)propan-2-yl]amino}quinazolin-8-yl N,N-dimethylcarbamate